N-CYCLOPENTYL-2-(3-FORMYLPHENOXY)PROPANAMIDE C1(CCCC1)NC(C(C)OC1=CC(=CC=C1)C=O)=O